C(#C)C1=NC(=CC(=C1)C(=O)O)C#C 2,6-diethynyl-4-pyridinecarboxylic acid